[N+](=O)([O-])C=1C=C(C(=O)N2CCC(CC2)C2=CC=C(NC3C(NC(CC3)=O)=O)C=C2)C=CC1 3-[4-[1-(3-nitrobenzoyl)-4-piperidyl]anilino]piperidine-2,6-dione